(2,8-Dimethylimidazo[1,2-a]pyrazin-6-yl)-4-methoxy-2-(methyl-(piperidin-4-yl)amino)pyrimidine-5-carboxamide CC=1N=C2N(C=C(N=C2C)C2=C(C(=NC(=N2)N(C2CCNCC2)C)OC)C(=O)N)C1